ClC1=CC(=C(COC2=CC=CC(=N2)[C@]23CCN(C[C@@H]3C2)CC2=NC3=C(N2C[C@H]2OCC2)C=C(C=C3)C(=O)OC)C=C1)F Methyl 2-(((1R,6S)-6-(6-((4-chloro-2-fluorobenzyl)oxy)pyridin-2-yl)-3-azabicyclo[4.1.0]heptan-3-yl)methyl)-1-((S)-oxetan-2-ylmethyl)-1H-benzo[d]imidazole-6-carboxylate